ClC=1C(=CC(=NC1)OC)C1=CC(=NN1)C(=O)N1CCC(CC1)C(=O)NCC1=NC=CC(=N1)C(F)(F)F (5-(5-chloro-2-methoxypyridin-4-yl)-1H-pyrazole-3-carbonyl)-N-((4-(trifluoromethyl)pyrimidin-2-yl)methyl)piperidine-4-carboxamide